(7-((4-(ethylamino)-3-(trifluoromethyl)-1H-pyrrolo[2,3-b]pyridin-6-yl)amino)-2,3-dihydrobenzofuran-4-yl)(4-(2-hydroxyethyl)piperazin-1-yl)methanone C(C)NC1=C2C(=NC(=C1)NC1=CC=C(C=3CCOC31)C(=O)N3CCN(CC3)CCO)NC=C2C(F)(F)F